normal butyl-magnesium bromide C(CCC)[Mg]Br